(6S)-6-[propyl(2-thiophen-2-ylethyl)amino]-5,6,7,8-tetrahydronaphthalen-1-ol C(CC)N([C@@H]1CC=2C=CC=C(C2CC1)O)CCC=1SC=CC1